lead scandium tantalum silicate [Si]([O-])([O-])([O-])[O-].[Ta+5].[Sc+3].[Pb+2]